C(C=C)(=O)NCC1CCNC=2N1N=C(C2C(=O)N)C2=CC=C(C=C2)OCC2CC2 7-(acrylamidomethyl)-2-(4-(cyclopropylmethoxy)phenyl)-4,5,6,7-tetrahydropyrazolo[1,5-a]pyrimidine-3-carboxamide